Hexachlororhodium Cl[Rh](Cl)(Cl)(Cl)(Cl)Cl